6-{3-[methyl-(phenyl)carbamoyl]-1H-indazol-1-yl}-7-{[(3S)-3-(morpholin-4-ylmethyl)-3,4-dihydroisoquinolin-2(1H)-yl]carbonyl}-3,4-dihydroisoquinoline-2(1H)-carboxylic acid phenyl ester C1(=CC=CC=C1)OC(=O)N1CC2=CC(=C(C=C2CC1)N1N=C(C2=CC=CC=C12)C(N(C1=CC=CC=C1)C)=O)C(=O)N1CC2=CC=CC=C2C[C@H]1CN1CCOCC1